CC(C(CO)(C(C=O)O)O)O dihydrostreptose